Cl.FC1=CC=C(C=C1)C=1OC=C(N1)COCCCCCCN1C[C@@H]([C@H]([C@@H]([C@H](C1)O)O)O)O (3S,4R,5R,6S)-1-(6-{[2-(4-fluorophenyl)-1,3-oxazol-4-yl]methoxy}hexyl)-3,4,5,6-azepanetetrol hydrochloride